O=S1(C[C@@H](C=C1)NC(OCC1=CC=CC=C1)=O)=NC=1C=NC=NC1 benzyl ((3R)-1-oxido-1-(pyrimidin-5-ylimino)-2,3-dihydro-1H-thiophen-3-yl)carbamate